FC=1C=C(C=CC1F)C1CN(CCO1)C(=O)NCC(CC1=CC(=CC=C1)OC(F)(F)F)CO 2-(3,4-difluorophenyl)-N-[2-(hydroxymethyl)-3-[3-(trifluoromethoxy)phenyl]propyl]morpholine-4-carboxamide